ClC=1C=CC2=C(CCCCC23OC2=C(O3)C=CC=C2C2=CC(=C(CC3=NC4=C(N3CCOC)C=C(C=C4)C(=O)O)C(=C2)F)F)C1 2-(4-(2'-chloro-6',7',8',9'-tetrahydrospiro[benzo[d][1,3]dioxole-2,5'-benzo[7]annulen]-4-yl)-2,6-difluorobenzyl)-1-(2-methoxyethyl)-1H-benzo[d]imidazole-6-carboxylic acid